6-chloro-2-(2,6-dichloro-3,5-dimethoxyphenyl)-4-(pyrrolidin-1-yl)pyrido[3,4-d]pyrimidine ClC1=CC2=C(N=C(N=C2N2CCCC2)C2=C(C(=CC(=C2Cl)OC)OC)Cl)C=N1